C(C(=C)C)(=O)[C@](N)(CCCNC(N)=N)C(=O)O 2-methacryloyl-arginine